CC(CC(=O)O[C@@H]1[C@H](O[C@@]([C@@H]1O)(C#N)C1=CC=C2C(=NC=NN21)NC(C2=CC=CC=C2)=O)CO)C (2R,3S,4R,5R)-5-(4-benzamidopyrrolo[2,1-f][1,2,4]triazin-7-yl)-5-cyano-4-hydroxy-2-(hydroxymethyl)tetrahydrofuran-3-yl 3-methylbutanoate